6-fluoro-2,3-dihydro-1,4-benzodioxin FC1=CC2=C(OCCO2)C=C1